C(C=C)OCC (2-propenoxymethyl)methane